N-(4-fluorophenyl)pyridine FC1=CC=C(C=C1)N1CC=CC=C1